(R)-2-Methyl-N4-(1-methyl-3-(3-methylisoxazol-5-yl)-1H-pyrazol-5-yl)-N1-((S)-11-oxo-2,3,10,11-tetrahydro-1H,5H-benzo[d]pyrazolo[1,2-a][1,2]diazepin-10-yl)succinamid C[C@@H](C(=O)N[C@H]1C2=C(CN3N(C1=O)CCC3)C=CC=C2)CC(=O)NC2=CC(=NN2C)C2=CC(=NO2)C